C(C1=CC=CC=C1)OC=1C(=NN(C1C(=O)NN)CCCO[Si](C)(C)C(C)(C)C)C 4-(benzyloxy)-1-(3-{[tert-butyl(dimethyl)silyl]oxy}propyl)-3-methyl-1H-pyrazole-5-carbohydrazide